CC=1C=C(/C=C/C2C(NCCO2)C2=CC=CC=C2C(=O)OC)C=CC1 (E)-methyl 2-(3-methylstyryl)-3-morpholinebenzoate